ClC1=CC=C(C(=N1)C(=NO)N)O[C@H](C)C=1C=C(C=C2C(C(=C(OC12)C1=NC=CC=C1)C)=O)C 6-Chloro-3-[(1R)-1-[3,6-dimethyl-4-oxo-2-(2-pyridyl)chromen-8-yl]ethoxy]-N'-hydroxy-pyridine-2-carboxamidine